NCC1CCC(CC1)CO [4-(aminomethyl)cyclohexyl]methanol